N1(C=NC=C1)CC=1C=C2C(\C(\COC2=C(C1)C=1C(=NN(C1)CC)C(F)(F)F)=C\C1=CC(=CC(=N1)N1CC(C1)N(C(OC(C)(C)C)=O)C)C)=O tert-Butyl (E)-(1-(6-((6-((1H-imidazol-1-yl)methyl)-8-(1-ethyl-3-(trifluoromethyl)-1H-pyrazol-4-yl)-4-oxochroman-3-ylidene)methyl)-4-methylpyridin-2-yl)azetidin-3-yl)(methyl)carbamate